1-bromo-2,4,5-trifluoro-3-(methoxymethyl)benzene BrC1=C(C(=C(C(=C1)F)F)COC)F